3-methyl-N-[[(1R,3S)-3-[[5-[3-(methylcarbamoyl)-6-oxo-pyridazin-1-yl]-2-pyridyl]amino]cyclopentyl]methyl]isoxazole-5-carboxamide CC1=NOC(=C1)C(=O)NC[C@H]1C[C@H](CC1)NC1=NC=C(C=C1)N1N=C(C=CC1=O)C(NC)=O